6-Chloro-N-(3,4-dimethylbenzyl)-N-((2R,4R)-2-methyltetrahydro-2H-pyran-4-yl)-3-nitroquinolin-4-amine ClC=1C=C2C(=C(C=NC2=CC1)[N+](=O)[O-])N([C@H]1C[C@H](OCC1)C)CC1=CC(=C(C=C1)C)C